4-((R)-8-methyl-5H-imidazo[5,1-a]isoindol-5-yl)tetrahydrofuran-3-ol CC1=CC=C2[C@H](N3C(C2=C1)=CN=C3)C3C(COC3)O